(4R,7R)-1-oxaspiro[3.5]nonan-7-amine O1CCC12CCC(CC2)N